5-Bromo-N1-(2-methoxypyridin-3-yl)-4-methylbenzene-1,2-diamine BrC1=C(C=C(C(=C1)NC=1C(=NC=CC1)OC)N)C